(S)-4-(2-(4-(2-acetyl-5-chlorophenyl)-3-(cyclopropylmethoxy)-6-oxopyridazin-1(6H)-yl)-3-phenylpropanamido)benzoic acid C(C)(=O)C1=C(C=C(C=C1)Cl)C=1C(=NN(C(C1)=O)[C@H](C(=O)NC1=CC=C(C(=O)O)C=C1)CC1=CC=CC=C1)OCC1CC1